ClC1=CC(=NC(=N1)C=1C=NC=CC1)N1CC2(CC1)CC(CCC2)C(=O)NC 2-(6-chloro-2-(pyridin-3-yl)pyrimidin-4-yl)-N-methyl-2-azaspiro[4.5]decane-7-carboxamide